N1=NC=C(C=C1)CN1C(=NC2=C1C=CC=C2)C=2C(=NON2)N 4-[1-(pyridazin-4-ylmethyl)benzoimidazol-2-yl]-1,2,5-oxadiazol-3-amine